ClC1=C(C=CC=C1N)C1=CC=CC=C1 2-chloro-[1,1'-biphenyl]-3-amine